5-methyl-1,5-pentanediol CC(CCCCO)O